[Br-].C(CCC)N1CSC=C1C 3-butyl-4-methylthiazole bromide